acetyl-2-amino-6-(3-fluoro-2-methylphenyl)imidazo[1,2-a]pyridine-3-carbohydrazide C(C)(=O)C1=C(C=CC=2N1C(=C(N2)N)C(=O)NN)C2=C(C(=CC=C2)F)C